ClC=1C=CC(=C(C1)CC(=O)NC1CN(C1)C1=CC(=C(C(=C1)F)C1C(NC(CC1)=O)=O)F)F 2-(5-chloro-2-fluorophenyl)-N-(1-(4-(2,6-dioxopiperidin-3-yl)-3,5-difluorophenyl)azetidin-3-yl)acetamide